C(C1=CC=CC=C1)OC(N[C@H](C(NNCC1C(NCCC1)=O)=O)CC(C)C)=O ((2S)-4-methyl-1-oxo-1-(2-((2-oxo-piperidin-3-yl)methyl)hydrazino)pentan-2-yl)carbamic acid benzyl ester